methyl 11-oxo-10,11-dihydrodibenzo[b,f][1,4]thiazepine-8-carboxylate O=C1NC2=C(SC3=C1C=CC=C3)C=CC(=C2)C(=O)OC